OC1CN(CC1)C1=CC=C(C=C1)NC1=NC2=CC=CC=C2C=N1 2-((4-(3-hydroxypyrrolidin-1-yl)phenyl)amino)quinazolin